2,4-dichloro-N-((5-ethynylthiazol-2-yl)sulfonyl)benzamide ClC1=C(C(=O)NS(=O)(=O)C=2SC(=CN2)C#C)C=CC(=C1)Cl